C1(CC1)C1=C(C=C(C(=C1)I)C)N(C(C#CC)=O)C1=CC=C2C(=N1)C(N(N2C)[C@@H]2C[C@H](C2)C(=O)O)=O (trans)-3-{5-[N-(2-cyclopropyl-4-iodo-5-methylphenyl)but-2-ynamido]-1-methyl-3-oxopyrazolo[4,3-b]pyridin-2-yl}cyclobutane-1-carboxylic acid